tert-butyl N-[(1S)-1-[(1R,2S,5S)-2-[[cyano(4-isoquinolyl)methyl]carbamoyl]-6,6-dimethyl-3-azabicyclo[3.1.0]hexane-3-carbonyl]-2,2-dimethyl-propyl]carbamate C(#N)C(C1=CN=CC2=CC=CC=C12)NC(=O)[C@@H]1[C@H]2C([C@H]2CN1C(=O)[C@H](C(C)(C)C)NC(OC(C)(C)C)=O)(C)C